COC(C#CC)(C)OC 4,4-dimethoxy-pent-2-yne